C(C1=CC=C(C=C1)[N+]#[C-])C1=CC=C(C=C1)[N+]#[C-] 1,1'-methylenebis(4-isocyanobenzene)